BrC1=NN(C(=N1)OC1=C(C=CC=C1)F)C(C)C 3-bromo-1-(propan-2-yl)-5-(2-fluorophenoxy)-1H-1,2,4-triazole